O=C1O[C@]2(CN1)C[C@@]1(C[C@@H]1CC2)CN2C=NC1=C2C=C(C=C1)C#N (((1R,3S,6S)-2'-oxospiro[bicyclo[4.1.0]heptane-3,5'-oxazolidin]-1-yl)methyl)-1H-benzo[d]imidazole-6-carbonitrile